C(C1=CC=CC=C1)OCC1=NN(C(N1CC)=O)C=1C(=C(C(=O)O)C=C(C1)C)Br (3-((benzyloxy)methyl)-4-ethyl-5-oxo-4,5-dihydro-1H-1,2,4-triazol-1-yl)-2-bromo-5-methylbenzoic acid